ClC1=C(C=CC(=C1)F)[C@@H]1N(CCCCC1)C=1C(=NC=CN1)C(=O)N[C@H](C)\C=C\S(=O)(=O)C ((R)-2-(2-Chloro-4-fluorophenyl)azepan-1-yl)-N-((R,E)-4-(methylsulfonyl)but-3-en-2-yl)pyrazine-2-carboxamide